2-methoxy-5-[2-(prop-2-yl)-6-[4-fluoro-3-(trifluoromethyl)phenyl]imidazo[1,2-a]pyrazin-3-yl]phenol COC1=C(C=C(C=C1)C1=C(N=C2N1C=C(N=C2)C2=CC(=C(C=C2)F)C(F)(F)F)C(C)C)O